C(CCC#CC#C[C@H](\C=C/CCCCCCC)O)O (8S,9Z)-9-Heptadecene-4,6-diyne-1,8-diol